2,6-difluoro-4-hydroxybenzyl alcohol FC1=C(CO)C(=CC(=C1)O)F